C1(CC1)CN1N=CC2=NN(C(C(=C21)C2=CC=C(C=C2)OC([2H])([2H])[2H])=O)C2=CC1=CN(N=C1C=C2)C 1-(cyclopropylmethyl)-7-(4-(methoxy-d3)phenyl)-5-(2-methyl-2H-indazol-5-yl)-1,5-dihydro-6H-pyrazolo[4,3-c]pyridazin-6-one